C(C)(C)(C)OC(=O)N1[C@H](COCC1)C1=C2CCN(CC2=CC(=C1)Cl)C(=O)C1CCOCC1 (S)-3-(7-chloro-2-(tetrahydro-2H-pyran-4-carbonyl)-1,2,3,4-tetrahydroisoquinolin-5-yl)morpholine-4-carboxylic acid tert-butyl ester